BrC1=CC=C(C2=CC=CC=C12)C=1N=C(C2=C(N1)C1=C(S2)C=CC=C1)C1=CC2=CC=CC=C2C=C1 2-(4-bromonaphthalen-1-yl)-4-(naphthalen-2-yl)benzo[4,5]Thieno[3,2-d]Pyrimidine